N1=C2C(=CC=C1)OC=1C=CC=CC1C2NC(=O)C=2C(NC(=CC2)C(F)(F)F)=O N-(10H-chromeno[3,2-b]pyridin-10-yl)-2-oxo-6-(trifluoromethyl)-1,2-dihydropyridine-3-carboxamide